N(=O)N(C(=O)OCC)C N-nitroso-N-methylurethane